N1(C=NC=C1)C1=CC=C(C=C1)C1=CC(=NN1)NC1=C(C=C(C=C1)O)F 4-((5-(4-(1H-imidazol-1-yl)phenyl)-1H-pyrazol-3-yl)amino)-3-fluorophenol